(3-(2-(4-(1H-tetrazol-5-yl)phenethyl)-3-oxopyrazolidin-1-yl)-1-hydroxypropyl)-2-methyl-[1,1'-biphenyl]-4-carboxamide N1N=NN=C1C1=CC=C(CCN2N(CCC2=O)CCC(O)C=2C(=C(C=CC2C(=O)N)C2=CC=CC=C2)C)C=C1